(cyclopropylsulfonyl)piperidin C1(CC1)S(=O)(=O)N1CCCCC1